C(C)C1=NC(=NO1)C=1C=C2CCC3(NC(OC3)=O)C2=CC1 5-(5-ethyl-1,2,4-oxadiazol-3-yl)-2,3-dihydrospiro[indene-1,4'-oxazolidin]-2'-one